O1C(CCCC1)OCCC1CCC(CC1)C=O 4-(2-tetrahydropyran-2-yloxyethyl)cyclohexanecarbaldehyde